C1(CC1)CN1C(=CC=2C1=NC(=CC2)C(C)(C)O)CO 2-[1-(Cyclopropylmethyl)-2-(hydroxymethyl)pyrrolo[2,3-b]pyridin-6-yl]propan-2-ol